TRANS-2-BENZYL-1,3-DIOXAN-5-OL C(C1=CC=CC=C1)[C@@H]1OC[C@H](CO1)O